phenanthryl-boric acid C1(=CC=CC=2C3=CC=CC=C3C=CC12)OB(O)O